3-(TRIFLUOROMETHYL)BENZENE FC(C=1C=CC=CC1)(F)F